FC(C)(F)C=1C=C(C=CC1)N1C(OC(=C1)C)C1=CC=C(C=C1)OC N-[3-(1,1-difluoroethyl)phenyl]-2-(4-methoxyphenyl)-5-methyl-oxazole